5,5,5-trifluoro-2-hydroxy-4-methylpentanoic acid FC(C(CC(C(=O)O)O)C)(F)F